N1C(=NC2=C1C=CC=C2)CCNC(=O)C2(CC1=CC=CC=C1C2)CC(=O)O 2-[2-[2-(1H-benzimidazol-2-yl)ethylcarbamoyl]indan-2-yl]acetic acid